tert-butyl (3s,4s)-4-((4-(3-(2,6-dioxopiperidin-3-yl)-1-methyl-1H-indazol-6-yl) piperidin-1-yl) methyl)-3-methylpiperidine-1-carboxylate O=C1NC(CCC1C1=NN(C2=CC(=CC=C12)C1CCN(CC1)C[C@@H]1[C@@H](CN(CC1)C(=O)OC(C)(C)C)C)C)=O